tetrahydrofuran diformate C(=O)O.C(=O)O.O1CCCC1